C(C(=O)O)(=O)O.N1[C@H](CC1)C#N (2R)-azetidine-2-carbonitrile oxalic acid salt